(3S,5R)-1-(2-Hydroxyethyl)-5-[[5-(4-hydroxy-6-methyl-2,3-dihydrobenzofuran-5-yl)oxazolo[4,5-b]pyrazin-2-yl]amino]piperidin-3-ol OCCN1C[C@H](C[C@H](C1)NC=1OC=2C(=NC(=CN2)C=2C(=CC3=C(CCO3)C2O)C)N1)O